methyl 5'-((tert-butoxycarbonyl)(methyl)amino)-6-methyl-[2,2'-bipyrazine]-5-carboxylate C(C)(C)(C)OC(=O)N(C=1N=CC(=NC1)C1=NC(=C(N=C1)C(=O)OC)C)C